OC=1C=C(C(=CC1O)C)C=1C(=C(C(=C(C1)C)C1=CC(=C(C=C1C)O)O)O)O [bis(3,4-dihydroxy-6-methylphenyl)-3,4-dihydroxyphenyl]methane